NC(CCCOC(C)=O)N diaminobutylacetate